ClC=1C=C2C(=C(C(NC2=CC1)=O)C(\C=C\C1=CC=C(C=C1)C(F)(F)F)=O)C1=CC=CC=C1 6-chloro-4-phenyl-3-[(E)-3-[4-(trifluoromethyl)phenyl]prop-2-enoyl]-1H-quinolin-2-one